4-(4-(3-benzamido-2-methylphenyl)-7H-pyrrolo[2,3-d]pyrimidin-6-yl)benzoic acid C(C1=CC=CC=C1)(=O)NC=1C(=C(C=CC1)C=1C2=C(N=CN1)NC(=C2)C2=CC=C(C(=O)O)C=C2)C